ClC1=NC(=CC(=C1)C=1C(=NN2C1N=C(C=C2)N[C@H]2CNCCC2)C=2C=C(C#N)C=CC2)C 3-[3-(2-chloro-6-methyl-4-pyridinyl)-5-[[(3R)-3-piperidinyl]amino]pyrazolo[1,5-a]pyrimidin-2-yl]benzonitrile